FC1=CC=C(C=C1)CNC1=CC=2N(C(=C1)C1=CC=C(C#N)C=C1)N=CN2 4-(7-{[(4-fluorophenyl)methyl]amino}-[1,2,4]triazolo[1,5-a]pyridin-5-yl)benzonitrile